OCC=1C=C(C=CC1)NC1=NC(=NC=C1C(=O)N)NC1=C(C=C2CCN(CC2=C1)C)OC 4-((3-(Hydroxymethyl)phenyl)amino)-2-((6-methoxy-2-methyl-1,2,3,4-tetrahydroisoquinolin-7-yl)amino)pyrimidine-5-carboxamide